phenyl-benzofuran-3-carboxamide C1(=CC=CC=C1)C=1OC2=C(C1C(=O)N)C=CC=C2